tert-butyl 3-(7-bromo-6,8-difluoro-2-((1-(((R)-3-fluoropyrrolidin-1-yl)methyl) cyclopropyl)methoxy)quinazolin-4-yl)-3,8-diazabicyclo[3.2.1]octane-8-carboxylate BrC1=C(C=C2C(=NC(=NC2=C1F)OCC1(CC1)CN1C[C@@H](CC1)F)N1CC2CCC(C1)N2C(=O)OC(C)(C)C)F